(cis)-N-(5-chloro-6-(2H-1,2,3-triazol-2-yl)pyridin-3-yl)-2-fluoro-8-methyl-8-(1-(trifluoromethyl)-1H-pyrazol-4-yl)-7,8-dihydro-6H-cyclopenta[e]pyrazolo[1,5-a]pyrimidine-6-carboxamide ClC=1C=C(C=NC1N1N=CC=N1)NC(=O)[C@@H]1C[C@@](C2=C1C=NC=1N2N=C(C1)F)(C=1C=NN(C1)C(F)(F)F)C